C(C)OC(\C=C\C1=CC(=C(C=C1)C)OC)=O.BrCC(=O)C=1C(=NC(=CC1)Br)F 2-bromo-1-(6-bromo-2-fluoropyridin-3-yl)ethanone ethyl-(E)-3-(3-methoxy-4-methylphenyl)acrylate